FC1=CC=C(C=C1)N1CC=2C(=NC=CC2C1=O)C1=C(C=C(C=C1)C(=O)N1CC2(COC2)C1)OC 2-(4-fluorophenyl)-4-[2-methoxy-4-(2-oxa-6-azaspiro[3.3]heptane-6-carbonyl)phenyl]-2,3-dihydro-1H-pyrrolo[3,4-c]pyridin-1-one